C(C1=CC=CC=C1)O[C@@H]1C[C@@H](N(C1)C(=O)OCCCC)COC butyl (2R,4R)-4-(benzyloxy)-2-(methoxymethyl)pyrrolidine-1-carboxylate